(R)-5-(4-chlorophenyl)-N-(3-fluoro-4-((3-((1-hydroxypropan-2-yl)amino)-1H-pyrazolo[3,4-b]pyridin-4-yl)oxy)phenyl)-1-isopropyl-4-oxo-1,4-dihydropyridine-3-carboxamide ClC1=CC=C(C=C1)C=1C(C(=CN(C1)C(C)C)C(=O)NC1=CC(=C(C=C1)OC1=C2C(=NC=C1)NN=C2N[C@@H](CO)C)F)=O